FC(C=1C=C(\C=N\C(C(=O)OCC)(CC(C)C)CBr)C=C(C1)C(F)(F)F)(F)F (E)-ethyl 2-((3,5-bis(trifluoromethyl) benzylidene) amino)-2-bromomethyl-4-methylpentanoate